ClC1=C(C=C(OCC(=O)N[C@@H]2CC[C@H](CC2)CNC(=O)NC2=CC=C(C=C2)Cl)C=C1)F trans-2-(4-chloro-3-fluorophenoxy)-N-(4-((3-(4-chlorophenyl)ureido)methyl)cyclohexyl)acetamide